FC1=CC(=C(C=C1)N1N=CC=C(C1=O)C(=O)N)C 2-(4-fluoro-2-methylphenyl)-3-oxopyridazine-4-carboxamide